2-[[1-(2-indol-1-ylacetyl)piperidin-4-yl]methyl]-6-pyrazol-1-ylpyridazin-3-one N1(C=CC2=CC=CC=C12)CC(=O)N1CCC(CC1)CN1N=C(C=CC1=O)N1N=CC=C1